FC1=C(C=CC=C1)C#CC1=C(C(=O)N)C=CC=C1 2-Fluorophenylethynyl-benzamide